(1,3,5-triazine) N1=CN=CN=C1